methyl 3-[4-[(1-tert-butoxycarbonyl-4-piperidinyl) oxy] anilino]-6-chloro-5-cyclopropyl-pyrazine-2-carboxylate C(C)(C)(C)OC(=O)N1CCC(CC1)OC1=CC=C(NC=2C(=NC(=C(N2)C2CC2)Cl)C(=O)OC)C=C1